4-(2-methylpropyl)phenyl-tolyliodonium CC(CC1=CC=C(C=C1)[I+]C1=C(C=CC=C1)C)C